N[C@H]1[C@@H]2N(C[C@H]1CC2)C(=O)C2=CC1=C(N(C(=N1)C=1N(C3=C(C=CC=C3C1)C1=C(C(=O)OCC)C=CC=C1)CC1CC1)C)C(=C2)OC ethyl 2-(2-(5-((1R,4R,7R)-7-amino-2-azabicyclo[2.2.1]heptane-2-carbonyl)-7-methoxy-1-methyl-1H-benzo[d]imidazol-2-yl)-1-(cyclopropylmethyl)-1H-indol-7-yl)benzoate